[Si](C)(C)(C(C)(C)C)OCC1=C(C(=NN1CC(=O)OC)C)I methyl 2-[5-[[tert-butyl (dimethyl) silyl]oxymethyl]-4-iodo-3-methyl-pyrazol-1-yl]acetate